ethyl (2S)-1-((diphenylmethylene) amino)-2-methylcyclopropane-1-carboxylate C1(=CC=CC=C1)C(C1=CC=CC=C1)=NC1([C@H](C1)C)C(=O)OCC